(S)-7-(2-(1,4-oxazepan-4-yl)pyrimidin-5-yl)-4-phenyl-3,4-dihydro-1H-benzo[4,5]imidazo[2,1-c][1,4]oxazine O1CCN(CCC1)C1=NC=C(C=N1)C1=CC2=C(N=C3COC[C@@H](N32)C3=CC=CC=C3)C=C1